FC1(CCN(CC1)S(=O)(=O)C1=CC(=CS1)C(=O)N1CC2(C3=CC(=CC=C13)NS(=O)(=O)C)CCC1(CC2)CC1)F N-(1''-(5-((4,4-difluoropiperidin-1-yl)sulfonyl)thiophene-3-carbonyl)dispiro[cyclopropane-1,1'-cyclohexane-4',3''-indolin]-5''-yl)methanesulfonamide